CC1(OC2=C(C1)C(=C(C(=C2C)C)S(=O)(=O)N(CCC[C@@H](NC(=O)OCC2=CC=CC=1C3=CC=CC=C3CC21)C(=O)O)C(N)=N)C)C N'-[(2,3-dihydro-2,2,4,6,7-pentamethylbenzofuran-5-yl)sulfonyl]-N-fluorenylmethyloxycarbonyl-D-arginine